3-[[3-[5,7-difluoro-2-(4-fluorophenyl)-1H-indol-3-yl]cyclobutyl]amino]propionamide ethoxybenzyl-acrylate C(C)OC=C(C(=O)O)CC1=CC=CC=C1.FC=1C=C2C(=C(NC2=C(C1)F)C1=CC=C(C=C1)F)C1CC(C1)NCCC(=O)N